ClC=1N=CC2=C(N(CCC(N2C)=O)C2CCCC2)N1 2-chloro-9-cyclopentyl-5-methyl-5,7,8,9-tetrahydro-6H-pyrimido[4,5-b][1,4]diazepin-6-one